(5aR,5bS,7aS,10aS,10bR,E)-8-hydrazineylidene-5a,7a-dimethyl-N-(piperazin-1-yl)-5,5a,5b,6,7,7a,8,9,10,10a,10b,11-dodecahydro-4H-cyclopenta[7,8]phenanthro[2,1-d]thiazol-2-amine N(/N)=C\1/CC[C@@H]2[C@@]1(CC[C@@H]1[C@]3(CCC=4N=C(SC4C3=CC[C@@H]21)NN2CCNCC2)C)C